triethoxy(2-naphthyl)silane C(C)O[Si](C1=CC2=CC=CC=C2C=C1)(OCC)OCC